tert-butyl N-[[4-[6-[(4S)-5-[4-[4-(2,6-dioxo-3-piperidyl)phenyl]-1-piperidyl]-4-fluoro-pentyl]pyrrolo[2,1-f][1,2,4]triazin-4-yl]-2-methyl-phenyl]methyl]carbamate O=C1NC(CCC1C1=CC=C(C=C1)C1CCN(CC1)C[C@H](CCCC=1C=C2C(=NC=NN2C1)C1=CC(=C(C=C1)CNC(OC(C)(C)C)=O)C)F)=O